CC1=C(C=C(C=C1)C)C(/C=C(/C=O)\C)(CC=C(C)C)C (E)-4-(2,5-dimethylphenyl)-2,4,7-trimethyloct-2,6-dienal